FC=1C=C(C=C(C1C)NC(=O)C1=CN=C2N1C=CC(=C2)C(C)C)C2=NOC(=N2)C2CN(C2)C(=O)OC methyl 3-(3-(3-fluoro-5-(7-isopropylimidazo[1,2-a]pyridine-3-carboxamido)-4-methylphenyl)-1,2,4-oxadiazol-5-yl)azetidine-1-carboxylate